1-benzyl-4-fluoro-2,2-dimethyl-pyrrolidine C(C1=CC=CC=C1)N1C(CC(C1)F)(C)C